(1S,3S)-3-((6-(5-chloro-3-(((2,2-difluorobenzo[d][1,3]dioxan-5-yl)oxy)methyl)thiophen-2-yl)-2-methylpyridin-3-yl)oxy)cyclohexane-1-carboxylate ClC1=CC(=C(S1)C1=CC=C(C(=N1)C)O[C@@H]1C[C@H](CCC1)C(=O)[O-])COC1=CC=CC=2OC(OCC21)(F)F